C1(CC1)C(C(C=1OC2=C(N1)C=C(C=C2)CN2C(NC(C2)C(F)(F)F)=O)NC(C(C2=CC=C(C=C2)C)(F)F)=O)C2CC2 N-(2,2-dicyclopropyl-1-(5-((2-oxo-4-(trifluoromethyl)imidazolidin-1-yl)methyl)benzo[d]oxazol-2-yl)ethyl)-2,2-difluoro-2-(p-tolyl)acetamide